OC(CC(=O)OC(C)(C)C)\C=C/CB1O[C@@H]2[C@H]3C([C@@H](C[C@@]2(O1)C)C3)(C)C tert-butyl (4Z)-3-hydroxy-6-[(1R,2R,6S,8R)-6,9,9-trimethyl-3,5-dioxa-4-boratricyclo[6.1.1.02,6]decan-4-yl]hex-4-enoate